9,9-bis(trifluoromethyl)-2,3,6,7-tetraethylxanthenetetracarboxylate FC(C1(C2=CC(=C(C=C2OC2=C(C(C(C(=C12)C(=O)[O-])(C(=O)[O-])CC)(C(=O)[O-])CC)C(=O)[O-])CC)CC)C(F)(F)F)(F)F